S(N)(=O)(=O)C1=NC=CC(=C1)NC(C1=CN=CC(=C1)C(F)(F)F)=O N-(2-sulfamoyl-pyridin-4-yl)-5-(trifluoro-methyl)nicotinamide